8-(((S)-1-((2S,4R)-4-hydroxyl-2-((4-(4-methylthiazol-5-yl)benzyl)carbamoyl)pyrrolidin-1-yl)-3,3-dimethyl-1-oxobutan-2-yl)amino)-8-oxooctanoic acid O[C@@H]1C[C@H](N(C1)C([C@H](C(C)(C)C)NC(CCCCCCC(=O)O)=O)=O)C(NCC1=CC=C(C=C1)C1=C(N=CS1)C)=O